4-(dimethylamino)-N-[4-[[6-[(4-methoxyphenyl)methyl-methyl-amino]-2-(trifluoromethyl)-4-quinolyl]amino]cyclohexyl]benzamide CN(C1=CC=C(C(=O)NC2CCC(CC2)NC2=CC(=NC3=CC=C(C=C23)N(C)CC2=CC=C(C=C2)OC)C(F)(F)F)C=C1)C